7-amino-3-cyclopropyl-N-(1,1-dideuterio-2-methylpropyl)-8,9-dihydro-7H-cyclopenta[h]isoquinoline NC1CCC=2C1=CC=C1C=C(N(CC21)C(C(C)C)([2H])[2H])C2CC2